FC=1C=C(C(=NC1)C1(CCOCC1)O)N1CCN(CC1)[C@H]1CC2(CN(C2)C(=O)OCC)CC1 ethyl (6R)-6-[4-[5-fluoro-2-(4-hydroxytetrahydropyran-4-yl)-3-pyridyl]piperazin-1-yl]-2-azaspiro[3.4]octane-2-carboxylate